1-(difluoromethyl)-3-(2-((1-(methylsulfonyl)piperidin-4-yl)amino)quinazolin-8-yl)cyclobutyl benzoate C(C1=CC=CC=C1)(=O)OC1(CC(C1)C=1C=CC=C2C=NC(=NC12)NC1CCN(CC1)S(=O)(=O)C)C(F)F